4-hydroxy-3-nitro-1-phenyl-7-(trifluoromethyl)quinolin-2(1H)-one OC1=C(C(N(C2=CC(=CC=C12)C(F)(F)F)C1=CC=CC=C1)=O)[N+](=O)[O-]